NCC(C(=O)[O-])NC(=O)OCC1=CC=CC=C1 3-amino-2-(((benzyloxy)carbonyl)amino)propanoate